5-([1,2,4]Triazolo[1,5-a]pyridin-6-yl)-N-(3-fluoro-4-methoxyphenyl)-1-(6-methyl-pyridin-2-yl)-1H-pyrazol-3-carboxyamid N=1C=NN2C1C=CC(=C2)C2=CC(=NN2C2=NC(=CC=C2)C)CC(=O)NC2=CC(=C(C=C2)OC)F